FC=1C=C(C=CC1)C1N(CC1)CC1=CC(=NC=C1)C=1C=C2CN(C(C2=CC1)=O)C1C(NC(CC1)=O)=O 3-(5-(4-((2-(3-fluorophenyl)azetidin-1-yl)methyl)pyridin-2-yl)-1-oxoisoindolin-2-yl)piperidine-2,6-dione